COC(CNC(=O)C=1C=CC=2N(C3=CC=CC=C3OC2C1)C(=O)OC(C)(C)C)=O tert-butyl 3-((2-methoxy-2-oxoethyl)carbamoyl)-10H-phenoxazine-10-carboxylate